3-chloro-4-(cyclopentylmethoxy)-N-((4-(((1S,2S)-2-(dimethylamino)-cyclohexyl)amino)-2-fluorophenyl)sulfonyl)benzamide formate C(=O)O.ClC=1C=C(C(=O)NS(=O)(=O)C2=C(C=C(C=C2)N[C@@H]2[C@H](CCCC2)N(C)C)F)C=CC1OCC1CCCC1